Cl.NCCCCN(C1=C2CN(C(C2=CC=C1)=O)C1C(NC(CC1)=O)=O)C 3-(4-((4-Aminobutyl)(methyl)amino)-1-oxo-isoindolin-2-yl)piperidine-2,6-dione hydrochloride